OC(C)C1=C2C=C(N(C(C2=CC=C1)=O)C)C1=CC=CC=C1 5-(1-hydroxyethyl)-2-methyl-3-phenylisoquinolin-1(2H)-one